2-bromo-1,5-difluoro-3-meth-ylbenzene BrC1=C(C=C(C=C1C)F)F